S(=O)(=O)(O)C=1C=C2C(=CC=C(C2=CC1)C(=O)O)C(=O)O 6-sulfo-1,4-naphthalenedicarboxylic acid